ammonium trisstyrylphenol C(=CC1=CC=CC=C1)C1=C(C(=C(C=C1)O)C=CC1=CC=CC=C1)C=CC1=CC=CC=C1.[NH4+]